7-((5-(4-hydroxypiperidin-1-yl)pyridin-2-yl)amino)-4-(5-methyl-5H-pyrrolo[2,3-d]pyridazin-3-yl)isoindolin-1-one OC1CCN(CC1)C=1C=CC(=NC1)NC=1C=CC(=C2CNC(C12)=O)C1=CN=C2C=NN(C=C21)C